2-amino-2-(6,7-dihydro-4H-pyrazolo[5,1-c][1,4]oxazin-3-yl)acetonitrile NC(C#N)C=1C=NN2C1COCC2